FC=1C=C(C=CC1F)NC(=O)C=1C(=C(N2CCCCC12)C(C(=O)N[C@@H](C)C1=NC(=NO1)C)=O)C (S)-N-(3,4-difluorophenyl)-2-methyl-3-(2-((1-(3-methyl-1,2,4-oxadiazol-5-yl)ethyl)amino)-2-oxoacetyl)-5,6,7,8-tetrahydroindolizine-1-carboxamide